FC=1C=C(C=CC1N1C(CCC1)=O)C=1C=CC(=NC1)NC1=CC2=C(OC[C@H]3N2C(OC3)=O)N=C1 (R)-8-((5-(3-fluoro-4-(2-oxopyrrolidin-1-yl)phenyl)pyridin-2-yl)amino)-3a,4-dihydro-1H,3H-oxazolo[3,4-d]pyrido-[2,3-b][1,4]oxazin-1-one